C(C)(C)(C)OC(N[C@@H]1[C@@H](OCC12CCN(CC2)C2=NC=CN=C2Cl)C)=O ((3S,4S)-8-(3-Chloropyrazin-2-yl)-3-methyl-2-oxa-8-azaspiro[4.5]dec-4-yl)-carbamic acid tert-butyl ester